(S)-2-(3-hydroxy-pyridin-2-ylamino)-5,5-dimethyl-4,5-dihydro-thiazole-4-carboxylic acid OC=1C(=NC=CC1)NC=1SC([C@@H](N1)C(=O)O)(C)C